5-bromo-2,3-dihydro-1H-isoindol-1-one BrC=1C=C2CNC(C2=CC1)=O